6-tert-butyl-9-[2-(dimethylamino)thiazol-5-yl]-10-methoxy-2-oxo-6,7-dihydro-2H-pyrido[2,1-a]isoquinoline-3-carboxylic acid C(C)(C)(C)C1N2C(C3=CC(=C(C=C3C1)C1=CN=C(S1)N(C)C)OC)=CC(C(=C2)C(=O)O)=O